C(#N)C=1C=CC(=C(C1)C1=CC(=NC=C1C(=O)NC=1SC2=C(N1)CN(C2)C(C2=C(C=CC(=C2)C(F)F)OC)=O)C)OC 4-(5-Cyano-2-methoxyphenyl)-N-(5-(5-(difluoromethyl)-2-methoxybenzoyl)-5,6-dihydro-4H-pyrrolo[3,4-d]thiazol-2-yl)-6-methyl-nicotinamide